1-((2-(2-methyl-[1,1'-biphenyl]-3-yl)-1H-benzo[d]imidazol-5-yl)methyl)azetidine-3-carboxylic acid CC1=C(C=CC=C1C1=NC2=C(N1)C=CC(=C2)CN2CC(C2)C(=O)O)C2=CC=CC=C2